(R)-2-Fluoro-4-methyl-4,5,6,7-tetrahydro-thieno[3,2-c]pyridine hydrochloride Cl.FC1=CC=2[C@H](NCCC2S1)C